N-(1-cyano-4-phenylbutyl)-4-methoxybenzenesulfonamide C(#N)C(CCCC1=CC=CC=C1)NS(=O)(=O)C1=CC=C(C=C1)OC